4-(5-cyano-2-oxo-3H-benzimidazol-1-yl)cyclohexanecarboxylic acid methyl ester COC(=O)C1CCC(CC1)N1C(NC2=C1C=CC(=C2)C#N)=O